C(C)OC(=O)C1=C(N=C(N1)Br)C(F)(F)F 2-bromo-4-(trifluoromethyl)-1H-imidazole-5-carboxylic acid ethyl ester